(2S)-5-{4-[2-(2-ethoxyethoxy)ethoxy]phenyl}-2-{4,7,10-tris[(1S)-1-carboxy-2-hydroxyethyl]-1,4,7,10-tetraazacyclododecan-1-yl}pentanoic acid C(C)OCCOCCOC1=CC=C(C=C1)CCC[C@@H](C(=O)O)N1CCN(CCN(CCN(CC1)[C@@H](CO)C(=O)O)[C@@H](CO)C(=O)O)[C@@H](CO)C(=O)O